1-(5-bromo-1-((3-(2-fluoroethoxy)phenyl)sulfonyl)-1H-pyrrol-3-yl)-N-methyl-methylamine BrC1=CC(=CN1S(=O)(=O)C1=CC(=CC=C1)OCCF)CNC